The molecule is a monosaccharide derivative consisting of D-galactose having a 1-carboxyethylidene group masking the 4-and 6-positions. It is a monosaccharide derivative and a monocarboxylic acid. It derives from a D-galactopyranose. C[C@]1(OC[C@@H]2[C@H](O1)[C@@H]([C@H](C(O2)O)O)O)C(=O)O